bis(isopropylthio)bis(thietanylthio)tin C(C)(C)S[Sn](SC1SCC1)(SC1SCC1)SC(C)C